C(C)(=O)O[C@@H](CC)[C@@H]1[C@H]([C@H](C(O1)CC(=O)O)CC(=O)O)F.N1(C=NC=C1)C=1C=CC=2N(C3=CC=C(C=C3C2C1)N1C=NC=C1)CC 3,6-bis(1-imidazolyl)-N-ethyl-carbazole (3S,4S,5R)-5-((S)-1-acetoxypropyl)-4-fluorotetrahydrofuran-2,3-diyl-diacetate